(2-(8-chloro-4-oxo-1,4-dihydroquinolin-2-yl)thiazol-4-yl)benzoic acid ClC=1C=CC=C2C(C=C(NC12)C=1SC=C(N1)C1=C(C(=O)O)C=CC=C1)=O